ethyl (6-iodo-3-(3-methoxy-4-((4-methoxybenzyl)oxy)benzyl)-3H-imidazo[4,5-b]pyridin-2-yl)carbamate IC=1C=C2C(=NC1)N(C(=N2)NC(OCC)=O)CC2=CC(=C(C=C2)OCC2=CC=C(C=C2)OC)OC